C(C)OC(COC1=NC=CC=C1OC1=C(C=C(C(=C1)N1C(N(C(=CC1=O)C(C)(F)F)C)=O)F)Cl)=O 2-[[3-[2-chloro-5-[4-(1,1-difluoroethyl)-3-methyl-2,6-dioxo-pyrimidin-1-yl]-4-fluoro-phenoxy]-2-pyridinyl]oxy]acetic acid ethyl ester